Cl.BrC=1C=C2CC[C@H](C2=CC1)N (1R)-5-bromo-2,3-dihydro-1H-inden-1-amine hydrochloride